ClC1=C(C=CC=C1NC1=CC(=CC(=C1)OC)F)[C@@]1(CC(N(C(N1)=N)C1CCOCC1)=O)C (6S)-6-[2-Chloro-3-(3-fluoro-5-methoxyanilino)phenyl]-2-imino-6-methyl-3-(tetrahydro-pyran-4-yl)hexahydropyrimidin-4-one